CN(C1(CCC(CC1)=O)C1=CC(=CC=C1)OC)C 4-Dimethylamino-4-(3-methoxyphenyl)-cyclohexan-1-one